C(N)(=O)C1C[N+](CC1)(C)CC(=O)N1CCN(CC1)C(=O)C1=C(C=C(C=C1)NC(=O)C=1N(C(=CN1)C1=C(C(=C(C=C1)OC(F)F)F)F)C)Cl N-[4-[4-[2-(3-carbamoyl-1-methyl-pyrrolidin-1-ium-1-yl)acetyl]piperazine-1-carbonyl]-3-chloro-phenyl]-5-[4-(difluoromethoxy)-2,3-difluoro-phenyl]-1-methyl-imidazole-2-carboxamide